R-acetoxymalic acid C(C)(=O)O[C@](C(=O)O)(O)CC(=O)O